FC1(CC(C1)C(O)C1=CC=2C(=NC(=CC2)C=2C=C3N=CC=NC3=CC2)S1)F (3,3-difluorocyclobutyl)(6-(6-quinoxalinyl)thieno[2,3-b]pyridin-2-yl)methanol